C(C)(SCC#CC1=CC(=C(C(=C1)OC)OC)OC)=O S-(3-(3,4,5-trimethoxyphenyl)prop-2-yn-1-yl) ethanethioate